COC=1C=C(C=CC1)SC=1C=C2C(=CNC2=CC1)C=1CCN(CC1)C(C)CC 5-(3-methoxyphenyl)thio-3-(1-(sec-butyl)-1,2,3,6-tetrahydropyridin-4-yl)-1H-indole